C(CCC)(=O)OC1CC(N(C(C1)(C)C)O)(C)C 1-oxyl-2,2,6,6-tetramethylpiperidin-4-yl butyrate